C[Si](O[Si](O[Si](C)(C)C)(O[Si](C)(C)C)C=CC1=CC=CC=C1)(C)C [tris(trimethylsiloxy)silyl]styrene